NC=1C=2N(C=CN1)C(=NC2Cl)C(C)C=2C(=C(C(=C(C2)Cl)C)C2CC(NC2)=O)OCC 4-(3-(1-(8-amino-1-chloroimidazo[1,5-a]pyrazin-3-yl)ethyl)-5-chloro-2-ethoxy-6-methylphenyl)pyrrolidin-2-one